C(C)C=1SC(=C(N1)C1=CC=CC=C1)OC1=NC(=NC=C1)NC1=CC=CC(=N1)C(=O)N 6-((4-((2-Ethyl-4-phenylthiazol-5-yl)oxy)pyrimidin-2-yl)amino)picolinamide